ClC=1C=C2CN(CC2=CC1C(F)(F)F)C(CCC1(C(NC(N1)=O)=O)C1=NOC(=C1)C)=O 5-(3-(5-Chloro-6-(trifluoromethyl)isoindolin-2-yl)-3-oxopropyl)-5-(5-methylisoxazol-3-yl)imidazolidine-2,4-dione